FC(C1=NN(C(=C1)C(F)F)CC(=O)N1CCC(CC1)C=1SC=C(N1)C1=NOC(C1)C1=C(C=CC=C1OCC#C)F)F 2-[3,5-Bis(difluoromethyl)-1H-pyrazol-1-yl]-1-[4-(4-{5-[2-fluoro-6-(prop-2-yn-1-yloxy)phenyl]-4,5-dihydro-1,2-oxazol-3-yl}-1,3-thiazol-2-yl)-piperidin-1-yl]ethanon